C(O)CN.C(=O)(O)C1=NC=C([N+](=C1)[O-])C 2-carboxy-5-methylpyrazine 4-oxide ethanolamine salt